NC1=CN=NC2=CC(=CC=C12)C=1C=C(C=CC1N1N=C(C=C1)C(NC)=O)B(O)O [3-(4-aminocinnolin-7-yl)-4-[3-(methylcarbamoyl)pyrazol-1-yl]phenyl]boronic acid